C(C)C1(OC(C(O1)CO)CO)CC 2,2-diethyl-1,3-dioxolane-4,5-dimethanol